(4-bromo-5-chloro-3-methylene-2-phenyl-2,3-dihydrobenzofuran-2-yl)methanamine BrC1=C(C=CC2=C1C(C(O2)(C2=CC=CC=C2)CN)=C)Cl